CC=1C=NC=CC1C=1C=C(N(N1)COCC[Si](C)(C)C)C(=O)O 5-(3-methyl-4-pyridyl)-2-(2-trimethylsilylethoxymethyl)pyrazole-3-carboxylic acid